methyl (2R,4S,5R,6R)-6-((1R,2R)-3-amino-1,2-dihydroxypropyl)-4-hydroxy-5-(2-hydroxyacetamido)-2-((4-(prop-2-yn-1-yloxy)benzyl)oxy)tetrahydro-2H-pyran-2-carboxylate NC[C@H]([C@@H](O)[C@H]1[C@@H]([C@H](C[C@@](O1)(C(=O)OC)OCC1=CC=C(C=C1)OCC#C)O)NC(CO)=O)O